COC1=CC=C(C=C1)C(OC[C@@H](CN1C(=NC(C=C1)=O)NC(C1=CC=CC=C1)=O)O)(C1=CC=CC=C1)C1=CC=C(C=C1)OC (R)-N-(1-(3-(bis(4-methoxyphenyl)(phenyl)methoxy)-2-hydroxypropyl)-4-oxo-1,4-dihydropyrimidin-2-yl)benzamide